NC1=NC(=NC(=N1)NC1CCCC1)C(C(C(F)(F)F)(F)F)(F)F 2-amino-4-cyclopentylamino-6-heptafluoropropyl-1,3,5-triazine